Dimethyldihydroxysilane Monopotassium Salt [K].C[Si](O)(O)C